1-[4-[2,3-Difluoro-4-(trifluoromethyl)phenyl]-3-fluorophenyl]-4-(5-propyl-1,3-dioxan-2-yl)cyclohexanol ethyl-(Z)-2-fluoro-3-(1-methylpyrrolidin-2-yl)acrylate C(C)/C(=C(\C(=O)OC1(CCC(CC1)C1OCC(CO1)CCC)C1=CC(=C(C=C1)C1=C(C(=C(C=C1)C(F)(F)F)F)F)F)/F)/C1N(CCC1)C